N-{[4-({[cis-3-morpholin-4-ylcyclopentyl]methyl}amino)-3-nitrophenyl]sulfonyl}-2-(1H-pyrrolo[2,3-b]pyridin-5-yloxy)benzamide N1(CCOCC1)[C@H]1C[C@H](CC1)CNC1=C(C=C(C=C1)S(=O)(=O)NC(C1=C(C=CC=C1)OC=1C=C2C(=NC1)NC=C2)=O)[N+](=O)[O-]